ClC1=C2C3=C(N=CN=C3C(=C1C=1C(=CC=C3C=CNC(C13)=O)F)F)N1[C@H](CO2)CNCC1 8-[(8aS)-6-chloro-4-fluoro-8,8a,9,10,11,12-hexahydropyrazino[2',1':3,4][1,4]oxazepino[5,6,7-de]quinazolin-5-yl]-7-fluoroisoquinolin-1(2H)-one